NC(C(=O)O)(CCCCB(O)O)CCCN1CC(CCC1)C=1OC2=C(N1)C=CC=C2 2-amino-2-(3-(3-(benzo[d]oxazol-2-yl)piperidin-1-yl)propyl)-6-boronohexanoic acid